C(C)(C)(C)OC(=O)N1CC2(C(C1)(F)F)CCNCC2 4,4-difluoro-2,8-diazaspiro[4.5]decane-2-carboxylic acid tert-butyl ester